(3,5-dihexylphenyl) methyl-aminocaprylate CC(C(=O)OC1=CC(=CC(=C1)CCCCCC)CCCCCC)(CCCCCC)N